CC1=NC(=CC=C1CNC(C1=CC=C(C=C1)C=1C=C2C=CN(C2=CC1)C(CC)=O)=O)C N-((2,6-dimethylpyridin-3-yl)methyl)-4-(1-propionylindol-5-yl)benzamide